CN1N=C(N=C1N1CCCC1)\C=C\C1=CC=CC=C1 (E)-1-methyl-5-(pyrrolidin-1-yl)-3-styryl-1H-1,2,4-triazole